FC=1C=C(C=C(C1F)C=1C=NNC1)O 3,4-difluoro-5-(1H-pyrazol-4-yl)phenol